5-((2-fluoro-6-(pyrrolidin-1-ylmethyl)benzyl)amino)-6-methyl-N-(thiazol-4-yl)pyridine-2-sulfonamide trifluoroacetic acid salt FC(C(=O)O)(F)F.FC1=C(CNC=2C=CC(=NC2C)S(=O)(=O)NC=2N=CSC2)C(=CC=C1)CN1CCCC1